tert-butyl 4-[4-[3-[[5-[[[3-ethyl-5-[(2S)-2-(2-hydroxyethyl)-1-piperidyl]pyrazolo[1,5-a]pyrimidin-7-yl]amino]methyl]-2-pyridyl]oxy]propoxy]butoxy]piperidine-1-carboxylate C(C)C=1C=NN2C1N=C(C=C2NCC=2C=CC(=NC2)OCCCOCCCCOC2CCN(CC2)C(=O)OC(C)(C)C)N2[C@@H](CCCC2)CCO